3,4,7-trimethyl-5-oxo-4,5-dihydroimidazo[1,5-a]quinazolin CC=1N=CN2C1N(C(C1=CC(=CC=C21)C)=O)C